C(C)(C)C1=NNC=C1[N+](=O)[O-] 3-isopropyl-4-nitro-1H-pyrazole